COC=1C=C(C=C2C(=NN(C12)C)C)C(=O)O 7-methoxy-1,3-dimethyl-1H-indazole-5-carboxylic acid